FC(C1=CC=2N(C=C1)C=NC2C(=O)N)(F)F 7-(trifluoromethyl)imidazo[1,5-a]Pyridine-1-carboxamide